Tert-butyl 4-(N-((7-(5-(difluoromethyl)-1,3,4-oxadiazol-2-yl)imidazo[1,2-a]pyridin-2-yl)methyl)-N-(3-fluorophenyl)sulfamoyl)piperazine-1-carboxylate FC(C1=NN=C(O1)C1=CC=2N(C=C1)C=C(N2)CN(S(=O)(=O)N2CCN(CC2)C(=O)OC(C)(C)C)C2=CC(=CC=C2)F)F